2-(3-(4-((1H-Pyrazol-4-yl)amino)-6-ethoxy-7-methylquinazolin-2-yl)-phenoxy)-N-(tert-butyl)acetamide bistrifluoroacetic acid salt FC(C(=O)O)(F)F.FC(C(=O)O)(F)F.N1N=CC(=C1)NC1=NC(=NC2=CC(=C(C=C12)OCC)C)C=1C=C(OCC(=O)NC(C)(C)C)C=CC1